C(C)(C)OC=1C=C(N)C=CC1 3-isopropoxyaniline